C(C)(C)(C)OC(=O)N1CC(N(CC1)C1=NC(=NC2=C(C(=C(C=C12)OC)Br)OC1CC1)Cl)C 4-(7-bromo-2-chloro-8-cyclopropyloxy-6-methoxyquinazolin-4-yl)-3-methylpiperazine-1-carboxylic acid tert-butyl ester